C1(CCCCCCCCCCN1)=O undecane-11-lactam